(4-fluorophenyl)-7-methyl-6-(3-azaspiro[5.5]undec-8-en-9-yl)-7H-pyrrolo[2,3-d]pyrimidin-4-amine FC1=CC=C(C=C1)C=1N=C(C2=C(N1)N(C(=C2)C2=CCC1(CCNCC1)CC2)C)N